C(C=C)(=O)OCC(CCCC)OC1=CC(=C(C=C1)C1=NC(=NC(=N1)C1=C(C=C(C=C1)OC(COC(C=C)=O)CCCC)O)C1=CC=CC=C1)O (((6-phenyl-1,3,5-triazine-2,4-diyl)bis(3-hydroxy-4,1-phenylene))bis(oxy))bis(hexane-2,1-diyl) diacrylate